BrC1=NN2C(N=C(C=C2N2C[C@H](N(C[C@@H]2C)C(=O)OC(C)(C)C)CC)OC(C)(C)C)=C1 tert-butyl (2R,5S)-4-(2-bromo-5-(tert-butoxy) pyrazolo[1,5-a]pyrimidin-7-yl)-2-ethyl-5-methylpiperazine-1-carboxylate